FC=1C=C(C=C(C1[C@H]1N([C@@H](CC2=C1NC1=CC(=CC=C21)F)C)CC(F)(F)F)F)NC2CN(C2)CCCF N-(3,5-difluoro-4-((1R,3R)-7-fluoro-3-methyl-2-(2,2,2-trifluoroethyl)-2,3,4,9-tetrahydro-1H-pyrido[3,4-b]indol-1-yl)phenyl)-1-(3-fluoropropyl)azetidin-3-amine